3-(dibenzo[b,d]furan-2-yl)-3-(5-(2-(5,6,7,8-tetrahydro-1,8-naphthyridin-2-yl)ethoxy)-1H-indazol-1-yl)propionic acid C1=C(C=CC=2OC3=C(C21)C=CC=C3)C(CC(=O)O)N3N=CC2=CC(=CC=C32)OCCC3=NC=2NCCCC2C=C3